C1(=CC=CC=C1)NC(=O)C1(CC1)C(=O)O 1-(phenylcarbamoyl)cyclopropane-1-carboxylic acid